CC1(CN(CC1)C=1C(=NC=C(C1)C1=NN=C(N1COCC[Si](C)(C)C)C(F)(F)F)C)C#N 3-methyl-1-(2-methyl-5-(5-(trifluoromethyl)-4-((2-(trimethylsilyl)ethoxy)methyl)-4H-1,2,4-triazol-3-yl)pyridin-3-yl)pyrrolidine-3-carbonitrile